N1C=NC(=C1)COC1=C(C=CC=C1)C1=CN=CS1 5-(2-((1H-imidazol-4-yl)methoxy)phenyl)thiazole